3,3,3-trifluoro-N-[2-fluoro-3-methyl-4-[2-methyl-5-[2-[[(3S)-3-piperidyl]amino]pyrimidin-4-yl]thiazol-4-yl]oxy-1-naphthyl]propanamide FC(CC(=O)NC1=C(C(=C(C2=CC=CC=C12)OC=1N=C(SC1C1=NC(=NC=C1)N[C@@H]1CNCCC1)C)C)F)(F)F